[Si](C)(C)(C(C)(C)C)OC1CCC(CC1)N1N=CC(=C1C)C=1C=C(C=2N(C1)N=CC2)O[C@H](CC)C2=NC=C(C=C2)F 6-[1-[4-[tert-butyl(dimethyl)silyl]oxycyclohexyl]-5-methyl-pyrazol-4-yl]-4-[(1R)-1-(5-fluoro-2-pyridyl)propoxy]pyrazolo[1,5-a]pyridine